CN1N=C(C=C1CN1N=CC2=NC=C(C=C21)C2=CC(=CC=C2)C(F)(F)F)C 1-[(2,5-Dimethylpyrazol-3-yl)methyl]-6-[3-(trifluoromethyl)phenyl]pyrazolo[4,3-b]pyridine